N-[[4-[(6-chloro-3-pyridinyl)methoxy]-3-methoxyphenyl]methyl]-3,4-dimethoxyphenethylamine hydrochloride Cl.ClC1=CC=C(C=N1)COC1=C(C=C(C=C1)CNCCC1=CC(=C(C=C1)OC)OC)OC